N1=C(C(=CC=C1)C(=O)N1CCC(CC1)(C#N)CC1=CC=C(C=C1)C(F)(F)F)C1=CC=NC=C1 1-([2,4'-bipyridine]-3-carbonyl)-4-(4-(trifluoromethyl)benzyl)piperidine-4-carbonitrile